4-[3-(6,7-dihydro-5H-pyrazolo[1,5-a]pyrimidin-4-yl)-7,8-dihydro-5H-1,6-naphthyridin-6-yl]-6-fluoro-2-methyl-quinazoline N1=CC=C2N1CCCN2C=2C=NC=1CCN(CC1C2)C2=NC(=NC1=CC=C(C=C21)F)C